C1(=CC=CC=C1)[Si](O[SiH](C)C)(O[SiH](C)C)O[SiH](C)C phenyltris(dimethylsiloxy)silane